3-fluoro-N-methyl-4-(5-methyl-1H-benzo[d]imidazol-2-yl)benzamide FC=1C=C(C(=O)NC)C=CC1C1=NC2=C(N1)C=CC(=C2)C